FC1=CC=C(C=C1)CN(C1=C(C(=NN1C(C(COC)(C)C)=O)C1CN(C(CC1C)=O)C(=O)N1CC(CC1)O)C#N)C 5-{[(4-fluorophenyl)methyl](methyl)amino}-3-[1-(3-hydroxypyrrolidine-1-carbonyl)-4-methyl-6-oxopiperidin-3-yl]-1-(3-methoxy-2,2-dimethylpropanoyl)-1H-pyrazole-4-carbonitrile